C(C)(C)(C)OC(NC[C@@H]1CN(CCC1)C1=NN2C(C=3OCCCC13)=NC(=C2Br)C)=O [(R)-1-(3-Bromo-2-methyl-7,8-dihydro-6H-9-oxa-1,3a,4-triaza-cyclopenta[a]naphthalen-5-yl)-piperidin-3-ylmethyl]-carbamic acid tert-butyl ester